5-carboxymethylaminomethyl-2-thio-uridine C(=O)(O)CNCC=1C(NC(N([C@H]2[C@H](O)[C@H](O)[C@@H](CO)O2)C1)=S)=O